C1(CC1)C=1N=NN(C1)[C@@H](C(=O)N1[C@H](C[C@@H](C1)O)C(=O)NC(C)C=1OC(=NN1)C)C(C)(C)C (2R,4S)-1-[(2R)-2-(4-cyclopropyltriazol-1-yl)-3,3-dimethyl-butanoyl]-4-hydroxy-N-[1-(5-methyl-1,3,4-oxadiazol-2-yl)ethyl]pyrrolidine-2-carboxamide